C(C)(C)(C)OC(=O)N1C[C@@H]([C@H](CC1)C(=O)N1OCC[C@H]1C=1C=NC=C(C1)C#N)F (3R,4R)-4-[(3S)-3-(5-cyano-3-pyridinyl)isoxazolidine-2-carbonyl]-3-fluoro-piperidine-1-carboxylic acid tert-butyl ester